CN(C)C1CCC(CC1)N N,N-dimethylcyclohexane-1,4-diamine